FC1CN(C1)C(C)=O 1-(3-fluoroazetidin-1-yl)ethan-1-one